FC(C1=C(OC=2C(N(C=CC2Br)C)=O)C(=CC(=C1)F)C(F)F)F 3-(2,6-bis(difluoromethyl)-4-fluorophenoxy)-4-bromo-1-methylpyridin-2(1H)-one